C1(CC1)C1=CC(=C(C#N)C=C1)NC1=C(C(=CC=C1)F)C 4-cyclopropyl-2-((3-fluoro-2-methylphenyl)amino)benzonitrile